C(C)(C)(C)OC(=O)N(C(OC(C)(C)C)=O)CCOCCOCCOCCOCCO tert-butyl N-tert-butoxycarbonyl-N-[2-[2-[2-[2-(2-hydroxyethoxy)ethoxy]ethoxy]ethoxy]ethyl]carbamate